FC=1C=C(C=CC1B1OC(C(O1)(C)C)(C)C)CN(C)C 1-(3-fluoro-4-(4,4,5,5-tetramethyl-1,3,2-dioxaborolan-2-yl)phenyl)-N,N-dimethylmethanamine